(2S)-2-amino-N-[3,4-dichloro-2-(2,6-difluorobenzoyl)phenyl]Propionamide N[C@H](C(=O)NC1=C(C(=C(C=C1)Cl)Cl)C(C1=C(C=CC=C1F)F)=O)C